7Z-dodecenealdehyde C(C=CCCCCCCCCC)=O